C(C)OC(C[C@H](N1C(C(C1)(CCCCC1=NC=2NCCCC2C=C1)C)=O)C=1C=NC(=CC1)OC)=O (3S)-3-(6-methoxypyridin-3-yl)-3-(3-methyl-2-oxo-3-(4-(5,6,7,8-tetrahydro-1,8-naphthyridin-2-yl)butyl)azetidin-1-yl)propanoic acid Ethyl ester